FC=1C=CC(=C(C1)C1C(C(C(O1)=O)=C)C)C=1C=NNC1 5-(5-fluoro-2-(1H-pyrazol-4-yl)phenyl)-4-methyl-3-methylenedihydrofuran-2(3H)-one